CN1C(=NC=C1[N+](=O)[O-])\C=C/1\C(N=C(S1)N1CC(NCC1)C)=O (5Z)-5-[(1-methyl-5-nitro-1H-imidazol-2-yl)methylene]-2-(3-methylpiperazin-1-yl)-4(5H)thiazolone